C1(CC1)C=1C=CC(=NC1)C(C)N1N=CC2=C(C=CC(=C12)C(=O)O)C#CC 1-(1-(5-cyclopropylpyridin-2-yl)ethyl)-4-(propane-1-yn-1-yl)-1H-indazole-7-carboxylic acid